CC1(OB(OC1(C)C)C(C[C@H](N)CC(=O)O)CCN)C 5-(4,4,5,5-tetramethyl-1,3,2-dioxaborolan-2-yl)-l-β-Homolysine